ethyl 7-(difluoromethyl)-6-methoxy-1,5-naphthyridine-3-carboxylate FC(C1=C(N=C2C=C(C=NC2=C1)C(=O)OCC)OC)F